[Si](C1=CC=CC=C1)(C1=CC=CC=C1)(C(C)(C)C)OC1(CCC1)CNC1=NN2C(C(=NC(=C2)C2=CC=C(C=C2)Cl)C=2C=NN(C2)C)=N1 N-((1-((tert-butyldiphenylsilyl)oxy)cyclobutyl)methyl)-6-(4-chlorophenyl)-8-(1-methyl-1H-Pyrazol-4-yl)-[1,2,4]triazolo[1,5-a]pyrazin-2-amine